(1-methyl-1H-pyrazol-4-yl)(4-(5-phenyl-4,5-dihydro-1H-pyrazole-1-carbonyl)piperidin-1-yl)methanone CN1N=CC(=C1)C(=O)N1CCC(CC1)C(=O)N1N=CCC1C1=CC=CC=C1